potassium propene C=CC.[K]